CC1=CC=C(C=C1)NC(CBr)=O N-(4-methylphenyl)-2-bromoacetamide